3''-methyl-6'-pentyl-4-(pyridin-3-yl)-[1,1':3',1''-terphenyl]-2',4'-diol CC=1C=C(C=CC1)C1=C(C(=C(C=C1O)CCCCC)C1=CC=C(C=C1)C=1C=NC=CC1)O